C1(CC1)C(=O)NC=1SC2=C(N1)C=CC(=C2)OC=2C=CC(=C(C2)NC(=O)C2(CC2)C2=CC(=CC=C2)C(F)(F)F)F N-(5-((2-(cyclopropanecarboxamido)benzo[d]thiazol-6-yl)oxy)-2-fluorophenyl)-1-(3-(trifluoromethyl)phenyl)cyclopropane-1-carboxamide